N-(6-methyl-5-(7-(methylamino)-1,6-naphthyridin-3-yl)pyridin-3-yl)-5-(2,2,2-trifluoro-1-hydroxyethyl)nicotinamide CC1=C(C=C(C=N1)NC(C1=CN=CC(=C1)C(C(F)(F)F)O)=O)C=1C=NC2=CC(=NC=C2C1)NC